[Cl-].C(CCCCCCCCCCCCCCCCC)[N+](CCC[Si](OC)(OC)OC)(CCC)CCC octadecyldi-n-propyl[3-(trimethoxysilyl)propyl]ammonium chloride